3-((5-(morpholine-4-carbonyl)pyridin-3-yl)oxy)-1-((tetrahydro-2H-pyran-4-yl)methyl)-1H-pyrrole-2,5-dione N1(CCOCC1)C(=O)C=1C=C(C=NC1)OC=1C(N(C(C1)=O)CC1CCOCC1)=O